(3-(3-bromocyclobutoxy)propyl)(methyl)carbamic acid tert-butyl ester C(C)(C)(C)OC(N(C)CCCOC1CC(C1)Br)=O